tert-Butyl N-{4-[4-(dimethylcarbamoyl)oxan-4-yl]-3-methylphenyl}carbamate CN(C(=O)C1(CCOCC1)C1=C(C=C(C=C1)NC(OC(C)(C)C)=O)C)C